2,8-dichlorospiro[cyclopenta[2,1-b:3,4-b']dipyridine-5,9'-fluorene] ClC1=CC=C2C(=N1)C1=NC(=CC=C1C21C2=CC=CC=C2C=2C=CC=CC12)Cl